OC1=C(C2=CC=CC=C2C=C1)N=NC1=C(C=CC=C1)S(=O)(=O)[O-] (2-hydroxy-1-naphthylazo)benzenesulphonate